tert-butyl 2-({3-[(morpholin-4-yl)methyl] phenyl} amino)-5H,6H,7H,8H-pyrido[3,4-d]pyrimidine-7-carboxylate N1(CCOCC1)CC=1C=C(C=CC1)NC=1N=CC2=C(N1)CN(CC2)C(=O)OC(C)(C)C